N1=C(N=CC2=C1OCCC2)C=O 6,7-DIHYDRO-5H-PYRANO[2,3-D]PYRIMIDINE-2-CARBALDEHYDE